4-nitrophenyl 3,3-difluoroazetidine-1-carboxylate FC1(CN(C1)C(=O)OC1=CC=C(C=C1)[N+](=O)[O-])F